(R)-4-(9-(3-Aminopyrrolidin-1-yl)-5,6,7,8-tetrahydroacridin-2-yl)-N-(3-(morpholinesulfonyl)phenyl)pyridin-2-amine N[C@H]1CN(CC1)C=1C=2CCCCC2N=C2C=CC(=CC12)C1=CC(=NC=C1)NC1=CC(=CC=C1)S(=O)(=O)N1CCOCC1